isopentyl isocaproate C(CCC(C)C)(=O)OCCC(C)C